2-chloro-5-{[(2,2-dimethylpropanoyl)amino]methyl}-N-{1-[4-methoxy-3-(trifluoromethyl)phenyl]-1H-indazole-4-yl}benzamide ClC1=C(C(=O)NC2=C3C=NN(C3=CC=C2)C2=CC(=C(C=C2)OC)C(F)(F)F)C=C(C=C1)CNC(C(C)(C)C)=O